C(C)(C)(C)OC(=O)NCC(=O)N1C(\C(\C2=CC=C(C=C12)C(=O)OC)=C(\C1=CC=CC=C1)/NC1=CC=C(C=C1)N(C(CN1CCN(CC1)C)=O)C)=O methyl (Z)-1-((tert-butoxycarbonyl) glycyl)-3-(((4-(N-methyl-2-(4-methylpiperazin-1-yl) acetamido) phenyl) amino) (phenyl) methylene)-2-oxoindoline-6-carboxylate